C(CCCC)[Si](N[Si](CCCCC)(CCCCC)CCCCC)(CCCCC)CCCCC hexapentyl-disilazane